N'-(4-(3-(benzyloxy)oxetan-3-yl)-5-fluoro-2-methylphenyl)-N-ethyl-N-methylformimidamide C(C1=CC=CC=C1)OC1(COC1)C1=CC(=C(C=C1F)N=CN(C)CC)C